1-(3-(tert-butyl)-5-((9-(pyridin-2-yl)-9H-carbazol-2-yl)oxy)phenyl)-3-phenyl-1H-benzo[d]imidazol-3-ium hexafluorophosphate F[P-](F)(F)(F)(F)F.C(C)(C)(C)C=1C=C(C=C(C1)OC1=CC=2N(C3=CC=CC=C3C2C=C1)C1=NC=CC=C1)N1C=[N+](C2=C1C=CC=C2)C2=CC=CC=C2